4-isopropoxy-N-(5-(5-methoxy-pyridin-2-yl)-4H-1,2,4-triazol-3-yl)pyridin-2-amine C(C)(C)OC1=CC(=NC=C1)NC1=NN=C(N1)C1=NC=C(C=C1)OC